4-hydroxy-N1-(4-(trifluoromethyl)phenyl)pyrrolidine-1,2-dicarboxamide OC1CC(N(C1)C(=O)NC1=CC=C(C=C1)C(F)(F)F)C(=O)N